1-{1-[4-chloro-4'-(4-methylpiperazin-1-yl)[biphenyl]-2-yl]piperidin-3-yl}-5-(difluoromethyl)-1H-pyrazole-4-carboxylic acid hydrochloride Cl.ClC1=CC(=C(C=C1)C1=CC=C(C=C1)N1CCN(CC1)C)N1CC(CCC1)N1N=CC(=C1C(F)F)C(=O)O